FC1(CN(CC1OCC1CN(CCO1)C)C=1C2=C(N=CN1)SC(=C2)C=2C(NC(NC2)=O)=O)F 5-[4-[3,3-difluoro-4-[(4-methylmorpholin-2-yl)methoxy]pyrrolidin-1-yl]thieno[2,3-d]pyrimidin-6-yl]-1H-pyrimidine-2,4-dione